6-((4-(2-(4-chloro-2-fluorophenyl)-2-methylbenzo[d][1,3]dioxol-4-yl)piperidin-1-yl)methyl)-5-methoxynicotinonitrile ClC1=CC(=C(C=C1)C1(OC2=C(O1)C=CC=C2C2CCN(CC2)CC2=NC=C(C#N)C=C2OC)C)F